5-Ethynyl-N-isopropyl-2-thiazol-5-yl-thieno[2,3-b]pyridin-4-amine C(#C)C1=C(C2=C(N=C1)SC(=C2)C2=CN=CS2)NC(C)C